C(C)OC(=O)C1=[14CH]N(C2=C(C(=C(C=C2C1=O)F)F)OC)CCF 6,7-difluoro-1-(2-fluoroethyl)-8-methoxy-1,4-dihydro-4-oxo[2-14C1]quinoline-3-carboxylic acid ethyl ester